FC1(CC(C1)(C=1C=C2C(NCC2=CC1)=O)CC(=O)NNC(NC)=S)F 2-(2-(3,3-Difluoro-1-(3-oxoisoindolin-5-yl)cyclobutyl)acetyl)-N-methyl-hydrazine-1-carbothioamide